9,9-dimethyl-6-(phenoxymethyl)-2-(piperazin-1-ylmethyl)-9,10-dihydroacridine CC1(C2=CC=C(C=C2NC=2C=CC(=CC12)CN1CCNCC1)COC1=CC=CC=C1)C